2-[4-(cyclohexylamino)pyrido[3,4-d]pyridazin-1-yl]-5-(trifluoromethyl)phenol C1(CCCCC1)NC=1N=NC(=C2C1C=NC=C2)C2=C(C=C(C=C2)C(F)(F)F)O